C(=O)(C(O)C(O)C(=O)O)OCC[N+](C)(C)C.COC([C@@H](CC1=C(C(=NC=C1)Cl)C=O)N)=O.CS(=O)N (methyl)sulfinamide METHYL-(2R)-2-AMINO-3-(2-CHLORO-3-FORMYL(4-PYRIDYL))PROPANOATE Cholin Bitartrat